C(C1=CC=CC=C1)(=O)C(C(=O)N)C(=O)C 2-benzoylacetoacetamide